COC=1C=NC=CC1C1=C[C@H]2CC[C@@H](C1)N2C(=O)O (1R,5S)-3-(3-methoxypyridin-4-yl)-8-azabicyclo[3.2.1]Oct-2-en-8-carboxylic acid